gallic acid tertiary butyl ester C(C)(C)(C)OC(C1=CC(O)=C(O)C(O)=C1)=O